COC1=C(C2=C(C(CO2)(C)C)C=C1)S(=O)(=O)NC(=O)C1=NC2=CC=CC(=C2C=C1)N1N=C(C=C1)C N-((6-methoxy-3,3-dimethyl-2,3-dihydrobenzofuran-7-yl)sulfonyl)-5-(3-methyl-1H-pyrazol-1-yl)quinoline-2-carboxamide